tert-butyl (3R,5R)-3-amino-5-phenylpiperidine-1-carboxylate N[C@H]1CN(C[C@H](C1)C1=CC=CC=C1)C(=O)OC(C)(C)C